C(C=C)(=O)N1C(CC(CC1)N1C=NC=2C(=NC=3C(=C(C(=CC3C21)Cl)C2=C1C=NNC1=CC=C2C)F)OCC2N(CCC2)C)CC#N 2-(1-acryloyl-4-(8-chloro-6-fluoro-7-(5-methyl-1H-indazol-4-yl)-4-((1-methylpyrrolidin-2-yl)methoxy)-1H-imidazo[4,5-c]quinolin-1-yl)piperidin-2-yl)acetonitrile